N=1N(N=CC1)C1=C(C=C(C=N1)NC(C1=CC(=C(C=C1)C1=C(C=NC=C1C=1CCOCC1)N)F)=O)C(F)(F)F N-(6-(2H-1,2,3-triazol-2-yl)-5-(trifluoromethyl)pyridin-3-yl)-4-(3-amino-5-(3,6-dihydro-2H-pyran-4-yl)pyridin-4-yl)-3-fluorobenzamide